(4-amino-7-methyl-7H-pyrrolo[2,3-d]pyrimidin-5-yl)pyrimidine-5-carbonitrile NC=1C2=C(N=CN1)N(C=C2C2=NC=C(C=N2)C#N)C